phenanthren-3-yl dihydrogen phosphate P(=O)(OC=1C=CC=2C=CC3=CC=CC=C3C2C1)(O)O